IC=1OC(=C(N1)I)C(=O)OCC ethyl 2,4-diiodooxazole-5-carboxylate